BrC=1C=CC(=NC1)OCCNC(OC(C)(C)C)=O tert-butyl (2-((5-bromopyridin-2-yl)oxy)ethyl)carbamate